C1(CC1)C=1C2=C(C(N(C1)C1=CC(=CC=C1)C1(CC3(CC3)C1)C1=NN=CN1C)=O)N(C(=C2)CN2C[C@H](CCC2)C)S(=O)(=O)C2=CC=C(C=C2)C 4-cyclopropyl-2-[[(3S)-3-methyl-1-piperidinyl]methyl]-6-[3-[5-(4-methyl-1,2,4-triazol-3-yl)spiro[2.3]hex-5-yl]phenyl]-1-(p-tolylsulfonyl)pyrrolo[2,3-c]pyridin-7-one